BrC=1C(=NC(=NC1)C(N)=NO)C 5-bromo-N'-hydroxy-4-methylpyrimidine-2-carboximidamide